N-(2-amino-3-fluoro-4-((4-(trifluoromethyl)benzyl)amino)phenyl)-6,7-difluorododecanamide NC1=C(C=CC(=C1F)NCC1=CC=C(C=C1)C(F)(F)F)NC(CCCCC(C(CCCCC)F)F)=O